CN1N=C(C(=C1C)C1=NN=C(O1)[C@@]1(C(NCC1)=O)C)NC1=CC=C(C=C1)C(F)(F)F (R)-3-(5-(1,5-dimethyl-3-((4-(trifluoromethyl)phenyl)amino)-1H-pyrazol-4-yl)-1,3,4-oxadiazol-2-yl)-3-methylpyrrolidin-2-one